3-chloro-4-(cyclopropylmethoxy)-2-fluoro-aniline ClC=1C(=C(N)C=CC1OCC1CC1)F